S1CCNC2=C1C=CC=C2 3,4-dihydro-2H-1,4-benzothiazine